ClC1=C(C(=CC=C1)C#C)C1=NC=C(C(=N1)OC)C(=O)N (2-chloro-6-ethynylphenyl)-4-methoxypyrimidine-5-carboxamide